C1(CCC1)C1=NC(=NO1)C=1C=C2CC[C@H](C2=CC1)NC(=O)C1=CN(C(C=C1)=O)C (R)-N-(5-(5-cyclobutyl-1,2,4-oxadiazol-3-yl)-2,3-dihydro-1H-inden-1-yl)-1-methyl-6-oxo-1,6-dihydropyridine-3-carboxamide